Cis-Phytol C[C@@H](CCC[C@@H](C)CCC/C(=C\CO)/C)CCCC(C)C